7-chloro-6-(1-((5-(difluoromethyl)-1-methyl-1H-pyrazol-4-yl)sulfonyl)piperidin-4-yl)-[1,2,4]triazolo[1,5-a]pyridine ClC1=CC=2N(C=C1C1CCN(CC1)S(=O)(=O)C=1C=NN(C1C(F)F)C)N=CN2